(S)-2-amino-4-methylpentanoic acid phenylmethyl ester 4-methylbenzenesulphonate CC1=CC=C(C=C1)S(=O)(=O)O.C1(=CC=CC=C1)COC([C@H](CC(C)C)N)=O